BrC1=CC=C(OC[C@@H]2COC[C@](O2)(CI)CO)C=C1 ((2S,6S)-6-((4-bromophenoxy)methyl)-2-(iodomethyl)-1,4-dioxan-2-yl)methanol